5-formyl-uridine C(=O)C=1C(NC(N([C@H]2[C@H](O)[C@H](O)[C@@H](CO)O2)C1)=O)=O